1-BENZYL-3-FORMYL-1H-INDOLE-2-CARBOXYLIC ACID C(C1=CC=CC=C1)N1C(=C(C2=CC=CC=C12)C=O)C(=O)O